5-((3-hydroxy-1-(methylsulfonyl)piperidin-4-yl)methoxy)-2-(isoindolin-2-ylmethyl)-4H-pyran-4-one OC1CN(CCC1COC=1C(C=C(OC1)CN1CC2=CC=CC=C2C1)=O)S(=O)(=O)C